C(C1=CC=CC=C1)OC=1C=C(C=CC1F)C1=CC(=C(C=C1F)CC=1N(C2=C(N1)C(=CC(=C2)C(=O)OCC)F)C[C@H]2OCC2)F Ethyl 2-[[4-(3-benzyloxy-4-fluoro-phenyl)-2,5-difluoro-phenyl]methyl]-7-fluoro-3-[[(2S)-oxetan-2-yl]methyl]benzimidazole-5-carboxylate